C(CCCCCCCCCCCCCC)(=O)[O-] 1-pentadecanoate